NC(C)S(=O)(=O)O 1-amino-ethanesulfonic acid